ClC=1C=C(CC=2C(=NN(C2CC2CC2)C=2SC=C(N2)C(=O)O)C2=CC=C(C=C2)F)C=CC1S(N)(=O)=O 2-(4-(3-chloro-4-sulfamoylbenzyl)-5-(cyclopropylmethyl)-3-(4-fluorophenyl)-1H-pyrazol-1-yl)thiazole-4-carboxylic acid